C(C(C)C)C=1C=C(C=CC1)C1CCN(CC1)C(=O)C1CC2(C1)NCOC2 (2s,4s)-2-(4-(3-Isobutylphenyl)piperidine-1-carbonyl)-7-oxa-5-azaspiro[3.4]octan